tert-butyl ((2S)-3-hydroxy-4-(methylamino)-4-oxo-1-((S)-2-oxopyrrolidin-3-yl)butan-2-yl)carbamate OC([C@H](C[C@H]1C(NCC1)=O)NC(OC(C)(C)C)=O)C(=O)NC